2-(1H-imidazol-5-yl)-N-(3-(pyrrolidin-1-yl)tetrahydro-2H-pyran-4-yl)thiazole-4-carboxamide N1C=NC=C1C=1SC=C(N1)C(=O)NC1C(COCC1)N1CCCC1